1-((6-(6-(trifluoromethyl)pyrazolo[1,5-a]pyridin-3-yl)isoquinolin-4-yl)methyl)piperidine-4-carboxylic acid FC(C=1C=CC=2N(C1)N=CC2C=2C=C1C(=CN=CC1=CC2)CN2CCC(CC2)C(=O)O)(F)F